(2R,3R,11R)-3-isobutyl-10-methoxy-2,3,4,6,7,11b-hexahydro-1H-pyrido[2,1-a]isoquinoline-2,9-diol C(C(C)C)[C@H]1[C@@H](CC2N(CCC3=CC(=C(C=C23)OC)O)C1)O